FC(C=1C(=C(C=CC1)[C@@H](C)NC=1C=2C(N=C(N1)C)=C(C(N(C2)C2(CC2)CF)=O)N2CCC1(COC1)CC2)F)F (R)-4-((1-(3-(difluoromethyl)-2-fluorophenyl)ethyl)amino)-6-(1-(fluoromethyl)cyclopropyl)-2-Methyl-8-(2-oxa-7-azaspiro[3.5]nonan-7-yl)pyrido[4,3-d]pyrimidin-7(6H)-one